S-(2,3-bis(palmitoyloxy)-(2RS)-propyl)-(R)-cysteinyl-(S)-seryl-(S)-lysyl-(S)-lysyl-(S)-lysyl-(S)-lysyl-4-((6-amino-2-(butylamino)-8-hydroxy-9H-purin-9-yl)methyl)aniline C(CCCCCCCCCCCCCCC)(=O)O[C@@H](CSC[C@H](N)C(=O)N[C@@H](CO)C(=O)N[C@@H](CCCCN)C(=O)N[C@@H](CCCCN)C(=O)N[C@@H](CCCCN)C(=O)N[C@@H](CCCCN)C(=O)NC1=CC=C(C=C1)CN1C2=NC(=NC(=C2N=C1O)N)NCCCC)COC(CCCCCCCCCCCCCCC)=O |&1:18|